4-bromo-3-(3-methoxyphenyl)-1H-pyrazole BrC=1C(=NNC1)C1=CC(=CC=C1)OC